ClC(CCl)O 1,2-dichloroethanol